C1(=CC=CC2=CC3=CC=CC=C3C=C12)O anthracenyl alcohol